benzimidazole-5-carboxylic acid (2-hydroxy-ethoxy)-amide OCCONC(=O)C1=CC2=C(N=CN2)C=C1